N-vanillyl-arachidonamide C(C1=CC(OC)=C(O)C=C1)NC(CCC\C=C/C\C=C/C\C=C/C\C=C/CCCCC)=O